2,5-diamino-6-ribosyl-4(3H)-pyrimidinone NC1=NC(=C(C(N1)=O)N)C1[C@H](O)[C@H](O)[C@H](O1)CO